N-acetyltryptophan CC(=O)NC(CC1=CNC2=CC=CC=C21)C(=O)O